(benzo[b]thiophen-2-yl)methanone S1C2=C(C=C1C=O)C=CC=C2